tert-butyl 4-[4-[(10S)-4-(2-hydroxyphenyl)-1,5,6,8,12-pentazatricyclo[8.4.0.02,7]tetradeca-2,4,6-triene-12-carbonyl]-1-piperidyl]piperidine-1-carboxylate OC1=C(C=CC=C1)C=1C=C2N3CCN(C[C@@H]3CNC2=NN1)C(=O)C1CCN(CC1)C1CCN(CC1)C(=O)OC(C)(C)C